C(#N)C1=CC(=C(COC2=CC=CC(=N2)N2C[C@@H](N(CC2)CC2=NC3=C(N2CC2OCCC2)C=C(C=C3)C(=O)O)C)C=C1)F 2-{[(2S)-4-{6-[(4-cyano-2-fluorobenzyl)oxy]pyridin-2-yl}-2-methylpiperazin-1-yl]methyl}-1-(tetrahydrofuran-2-ylmethyl)-1H-benzimidazole-6-carboxylic acid